O[C@@]1(CN(C[C@H]1C)C(=O)OC(C)(C)C)C(F)(F)F Trans-tert-butyl 3-hydroxy-4-methyl-3-(trifluoromethyl)pyrrolidine-1-carboxylate